8-(2-chloroacetyl)-7-({[(1s,4s)-4-(2-hydroxy-4-methylpyridin-3-yl)cyclohexyl]oxy}methyl)-4-oxa-1,8-diazaspiro[5.5]undecan-2-one ClCC(=O)N1C(C2(COCC(N2)=O)CCC1)COC1CCC(CC1)C=1C(=NC=CC1C)O